(E)-3-(6-chloro-5-fluoro-3-pyridyl)prop-2-enal ClC1=C(C=C(C=N1)/C=C/C=O)F